ClCC(=O)NC1(C(CCCC1)O)C1=CC=CC=C1 2-chloro-N-(2-hydroxyl-1-phenylcyclohexyl)acetamide